C(#N)C1=NC2=CC(=CC(=C2N=C1N1CC2=NC=CN=C2C1)[C@@H](C)NC1=C(C(=O)O)C=CC=C1)C (R)-2-((1-(2-cyano-3-(5,7-dihydro-6H-pyrrolo[3,4-b]pyrazin-6-yl)-7-methylquinoxalin-5-yl)ethyl)amino)benzoic acid